C(C1=CC=CC=C1)OC=1C(=NC=NC1OCC1=CC=CC=C1)CN1C(N(C(C1)C1=CC=C(C=C1)C#CC1=CC=C(CN2CC(C2)C(=O)N)C=C1)C(C)C)=O 1-(4-((4-(1-((5,6-bis(benzyloxy)pyrimidin-4-yl)methyl)-3-isopropyl-2-oxoimidazolidin-4-yl)phenyl)ethynyl)benzyl)azetidine-3-carboxamide